2-Benzo[1,3]dioxol-5-yl-4-benzyl-[1,2,4]thiadiazolidine-3,5-dione O1COC2=C1C=CC(=C2)N2SC(N(C2=O)CC2=CC=CC=C2)=O